(2-chloro)benzyl-biguanidine hydrochloride Cl.ClC1=C(CNC(=N)NNC(=N)N)C=CC=C1